NC1=CC(=NC=2N1N=C(N2)C=2OC=CC2)NCCCC2=CC=C(C=C2)NS(=O)(=O)C=2C=C(C(=C(C(=O)N)C2)O)Cl 5-(N-(4-(3-((7-amino-2-(furan-2-yl)-[1,2,4]triazolo[1,5-a]pyrimidin-5-yl)amino)propyl)phenyl)sulfamoyl)-3-chloro-2-hydroxybenzamide